C(C)(=O)OC1=C(C(=CC=C1)F)C1CCC2=C(N=C(N=C2N2C[C@@H](N(CC2)C(=O)OCC2=CC=CC=C2)CC#N)S(=O)C)O1 (2S)-benzyl 4-(7-(2-acetoxy-6-fluorophenyl)-2-(methylsulfinyl)-6,7-dihydro-5H-pyrano[2,3-d]pyrimidin-4-yl)-2-(cyanomethyl)piperazine-1-carboxylate